7-(3-Methoxy-4-aminophenyl)-N,N-dimethyl-7-azaspiro[3.5]nonan-2-amine COC=1C=C(C=CC1N)N1CCC2(CC(C2)N(C)C)CC1